N-(2-((3-(4-methylpiperazin-1-yl)propyl)carbamoyl)phenyl)-2-naphthamide CN1CCN(CC1)CCCNC(=O)C1=C(C=CC=C1)NC(=O)C1=CC2=CC=CC=C2C=C1